Cl.N1(CCCCCCN1)C1CCCCCCC1 1,8-diazabicyclooctane hydrochloride